O=C1NC2(CO1)CN(CCC2)C(=O)OC(C)(C)C tert-butyl 2-oxo-3-oxa-1,7-diazaspiro[4.5]decane-7-carboxylate